COC1=NC=NC(=C1C(=O)NC=1SC=2C=NC=3C=C(C=CC3C2N1)C(F)(F)F)OC 4,6-dimethoxy-N-(7-(trifluoromethyl)thiazolo[5,4-c]quinolin-2-yl)pyrimidine-5-carboxamide